6-(5-Amino-6-chloro-3-fluoropyridin-2-yl)-N2,N4-bis((R)-1,1,1-trifluoropropan-2-yl)-1,3,5-triazine-2,4-diamine NC=1C=C(C(=NC1Cl)C1=NC(=NC(=N1)N[C@@H](C(F)(F)F)C)N[C@@H](C(F)(F)F)C)F